C(C)(=O)OCCCCCCCCCCC=CCCO 14-hydroxy-11-tetradecenyl acetate